C1(CCC1)NCCNC(=O)C=1C=C(C(=NC1)C)C=1N2C(SC1C1=C3N(N=C1)CCC3)=C(C=N2)C(=O)N (5-((2-(cyclobutylamino)ethyl)carbamoyl)-2-methylpyridin-3-yl)-2-(5,6-dihydro-4H-pyrrolo[1,2-b]pyrazol-3-yl)pyrazolo[5,1-b]thiazole-7-carboxamide